C(C1=CC=CC=C1)ON1N=CC(=C1)C1CCN(CC1)C(=O)OCC Ethyl 4-(1-(benzyloxy)-1H-pyrazol-4-yl)piperidine-1-carboxylate